heptenyl-triethoxysilane C(=CCCCCC)[Si](OCC)(OCC)OCC